tert-Butyl (S)-4-(2-(4-(2-acetyl-5-(trifluoromethyl)phenyl)-3-methoxy-6-oxopyridazin-1(6H)-yl)-3-phenylpropanamido)benzoate C(C)(=O)C1=C(C=C(C=C1)C(F)(F)F)C=1C(=NN(C(C1)=O)[C@H](C(=O)NC1=CC=C(C(=O)OC(C)(C)C)C=C1)CC1=CC=CC=C1)OC